FC1=C(C(=CC=C1)OC=1C(=NC2=C(C=CC=C2C1)F)C)C(C)(C)O 2-[2-fluoro-6-[(8-fluoro-2-methyl-3-quinolyl)oxy]phenyl]propan-2-ol